FC=1C=C(CC=2C=C3C(=CN2)NN=C3NC(C3=C(C=C(C=C3)N3C2CN(C(C3)C2)C)NC2CCOCC2)=O)C=CC1 N-(5-(3-fluorobenzyl)-1H-pyrazolo[3,4-c]pyridin-3-yl)-4-(5-methyl-2,5-diazabicyclo[2.2.1]hept-2-yl)-2-((tetrahydro-2H-pyran-4-yl)amino)benzamide